methyl-(phenoxy(phenyl)thiophosphoryl)glycine CN(CC(=O)O)P(=S)(C1=CC=CC=C1)OC1=CC=CC=C1